(S)-N-(4-cyclobutyl-1-methyl-5-(2-(trifluoromethyl)thiazol-5-yl)-1H-pyrazol-3-yl)-2-(2,2,3,3-tetrafluorocyclobutyl)acetamide C1(CCC1)C=1C(=NN(C1C1=CN=C(S1)C(F)(F)F)C)NC(C[C@@H]1C(C(C1)(F)F)(F)F)=O